(E)-1-(3-(4-(5-(7-((3,5-dimethoxyphenyl)amino)-quinoxalin-2-yl)pyridin-2-yl)piperazine-1-carbonyl)-3-fluoroazetidin-1-yl)-4-(dimethylamino)but-2-en-1-one COC=1C=C(C=C(C1)OC)NC1=CC=C2N=CC(=NC2=C1)C=1C=CC(=NC1)N1CCN(CC1)C(=O)C1(CN(C1)C(\C=C\CN(C)C)=O)F